2-(1-propynyl)aniline C(#CC)C1=C(N)C=CC=C1